N-((2-(6-((cis)-2,6-dimethylmorpholino)pyridin-2-yl)-1,6-naphthyridin-7-yl)methyl)-3-(N-(2-hydroxyethyl)-N-methylsulfamoyl)-4,5-dimethylbenzamide C[C@@H]1O[C@@H](CN(C1)C1=CC=CC(=N1)C1=NC2=CC(=NC=C2C=C1)CNC(C1=CC(=C(C(=C1)C)C)S(N(C)CCO)(=O)=O)=O)C